C(C)(C)(C)OC(=O)N1[C@@H](C[C@H](CC1)NC1=C(C(=NC2=C(C(=C(C=C12)Cl)C1=C(C(=CC=C1)C)C(F)(F)F)F)Cl)C(=O)OCC)CCO ethyl 4-(((2S,4S)-1-(tert-butoxycarbonyl)-2-(2-hydroxyethyl)piperidin-4-yl)amino)-2,6-dichloro-8-fluoro-7-(3-methyl-2-(trifluoromethyl)phenyl)quinoline-3-carboxylate